COC[C@H](C1=CC=CC=C1)NC(N([C@@H]1CC[C@H](CC1)NC1=NC=C(C(=N1)OC1COC1)C(F)(F)F)C1=NC=C(N=C1)C=1C=NC(=NC1)OC)=O 3-((1S)-2-methoxy-1-phenylethyl)-1-(5-(2-methoxypyrimidin-5-yl)pyrazin-2-yl)-1-(trans-4-((4-((oxetan-3-yl)oxy)-5-(trifluoromethyl)pyrimidin-2-yl)amino)cyclohexyl)urea